tert-Butyl (6-methyl-5-nitropyridin-3-yl)carbamate CC1=C(C=C(C=N1)NC(OC(C)(C)C)=O)[N+](=O)[O-]